COC1=CC=C(C=C1)CCCN 3-(4-methoxyphenyl)-propylamine